2-[(1S)-6-bromo-4-fluoro-indan-1-yl]-2-(tert-butoxycarbonylamino)-acetic acid BrC1=CC(=C2CC[C@@H](C2=C1)C(C(=O)O)NC(=O)OC(C)(C)C)F